CC(C(=O)OCCCS(=O)(=O)O)=C 2-methyl-acryloxypropylsulfonic acid